BrC1=C(C=C2C(NC(NC2=C1F)=O)=O)Cl 7-bromo-6-chloro-8-fluoro-1,2,3,4-tetrahydroquinazoline-2,4-dione